(S)-7-ethoxy-6-methoxy-1-(2-(5-methoxy-1H-indol-3-yl)ethyl)-2-(3-fluorophenyl)sulfonyl-1,2,3,4-tetrahydroisoquinoline C(C)OC1=C(C=C2CCN([C@H](C2=C1)CCC1=CNC2=CC=C(C=C12)OC)S(=O)(=O)C1=CC(=CC=C1)F)OC